R-1-isopropylamino-3-(4-chloro-1-naphthoxy)-2-propanol C(C)(C)NC[C@H](COC1=CC=C(C2=CC=CC=C12)Cl)O